[4-[[2-(4-Fluoro-2-methyl-phenoxy)-5-(trifluoromethyl)benzoyl]amino]-2-oxo-1-pyridyl]methyl dihydrogen phosphate P(=O)(OCN1C(C=C(C=C1)NC(C1=C(C=CC(=C1)C(F)(F)F)OC1=C(C=C(C=C1)F)C)=O)=O)(O)O